2-{6-[3-({[4-(5,6-dimethoxypyridazin-3-yl)phenyl]methyl}amino)piperidin-1-yl]-1-methyl-1H-pyrazolo[3,4-b]pyridin-4-yl}-N-ethyl-N-isopropylbenzamide COC=1C=C(N=NC1OC)C1=CC=C(C=C1)CNC1CN(CCC1)C1=CC(=C2C(=N1)N(N=C2)C)C2=C(C(=O)N(C(C)C)CC)C=CC=C2